2-Bromo-4-cyclopentylsulfanyl-1-methoxybenzene BrC1=C(C=CC(=C1)SC1CCCC1)OC